CC1=C(C=C(N)C=C1)CNC(C)C1=CC=CC2=CC=CC=C12 4-Methyl-3-(((1-(naphthalen-1-yl)ethyl)amino)methyl)aniline